2-((1H-pyrazolo[3,4-b]pyridin-5-yl)amino)-7-cyclopentyl-7H-pyrrolo[2,3-d]pyrimidine-6-carbonitrile N1N=CC=2C1=NC=C(C2)NC=2N=CC1=C(N2)N(C(=C1)C#N)C1CCCC1